C(=O)(OC(C)(C)C)N[C@H](CC(=O)O)CC1=CC=C(C=C1)C (S)-3-(Boc-amino)-4-(4-methylphenyl)butanoic acid